FC1=CC=C(C=C1)C(N1C[C@@H](N(C[C@H]1C)C1=CC(N(C=2C=CC(=NC12)C#N)C)=O)C)C1CCOCC1 8-((2s,5r)-4-((4-fluorophenyl)(tetrahydro-2H-pyran-4-yl)methyl)-2,5-dimethylpiperazin-1-yl)-5-methyl-6-oxo-5,6-dihydro-1,5-naphthyridine-2-carbonitrile